CN(C(C=C)=O)CCCCCOCC1CO1 N-methyl-N-(5-glycidoxypentyl)acrylamide